C[Si](C(C(=O)OC1=CC=CC=C1)C)(OCC)OCC phenyl α-methyldiethoxysilylpropionate